C(C)(=O)C=1C(=CC(=C(C1)C1=NC=C(C2=C1C(=NO2)N)C=2C=NN(C2)C(=O)NC)F)N 4-(4-(5-acetyl-4-amino-2-fluorophenyl)-3-aminoisoxazolo[4,5-c]pyridin-7-yl)-N-methyl-1H-pyrazole-1-carboxamide